(2-(3,3-difluorocyclopentyl)ethyl)-2-methoxy-4-methyl-1H-imidazole-1-carboxamide FC1(CC(CC1)CCC1=C(N=C(N1C(=O)N)OC)C)F